ClC=1C=C(C=C(C1)C1=NC(=NO1)C(=O)NC(C1=CC=C(C=C1)Cl)=O)C 5-chloro-3-methylphenyl-N-(4-chlorobenzoyl)-1,2,4-oxadiazole-3-carboxamide